F[C@H]1[C@H](OC[C@@H]([C@@H]1O)O)N1C(=O)NC(=O)C(=C1)C 1-(2-deoxy-2-fluoro-β-L-arabinosyl)-5-methyluracil